C(C)N(C1=CC=C(C=C1)/C=C/C(=O)C1=C(C=CC=C1)O)CC (e)-3-(4-Diethylaminophenyl)-1-(2-hydroxyphenyl)prop-2-en-1-one